BrC=1C(N(C2=CC=C(C=C2C1N1CCC(CC1)OC1=CC=C(C=C1)OC(F)(F)F)C#N)C)=O 3-bromo-1-methyl-2-oxo-4-(4-(4-(trifluoromethoxy)phenoxy)piperidin-1-yl)-1,2-dihydroquinoline-6-carbonitrile